Trimethoxycaprylyl-silane COC(CCCCCCC(=O)[SiH3])(OC)OC